C(C)(C)(C)OC(=O)N1C2(COCC1CNC2)CC#CC2=CC=CC=1N(C(N(C12)C)=O)C1C(NC(CC1)=O)=O [3-[1-(2,6-dioxo-3-piperidinyl)-3-methyl-2-oxo-benzoimidazol-4-yl]prop-2-ynyl]-3-oxa-7,9-diazabicyclo[3.3.1]nonane-9-carboxylic acid tert-butyl ester